tert-Butyl 2-((tetrahydro-2H-pyran-4-yl)methyl)-2,9-diazaspiro[5.5]undecane-9-carboxylate O1CCC(CC1)CN1CC2(CCC1)CCN(CC2)C(=O)OC(C)(C)C